FC(CCN1N=NC(=C1)C(=O)NCC1=C(C=CC(=C1)OC(F)(F)F)F)CN1N=NC(=C1)NC(CC1=CC(=CC=C1)OC(F)(F)F)=O 1-[3-fluoro-4-(4-{2-[3-(trifluoromethoxy)phenyl]acetamido}-1H-1,2,3-triazol-1-yl)butyl]-N-{[2-fluoro-5-(trifluoromethoxy)phenyl]methyl}-1H-1,2,3-triazole-4-carboxamide